[C-]#N.C(CC)[NH+]1C(CCCC1)CC 1-propyl-2-ethylpiperidinium cyanide